2,3-diphenyl-3,4-dihydroisoquinolin-1(2H)-one C1(=CC=CC=C1)N1C(C2=CC=CC=C2CC1C1=CC=CC=C1)=O